[Co+3].N1=C(C=CC=C1)C1=NC=CC=C1.N1=C(C=CC=C1)C1=NC=CC=C1.N1=C(C=CC=C1)C1=NC=CC=C1 tris-2,2'-bipyridyl cobalt (III)